NC1=CC=C(C=N1)C=CC(=O)NCC=1OC2=C(C1)C=C(C=C2C(F)(F)F)C2=NC=C(C=C2)C(=O)N2CC(CC2)(C)F 3-(6-Aminopyridin-3-yl)-N-((5-(5-(3-fluoro-3-methylpyrrolidine-1-carbonyl)pyridin-2-yl)-7-(trifluoromethyl)benzofuran-2-yl)methyl)acrylamide